COC1=C(C=CC(=N1)B(O)O)C1=NN(N=C1)C 6-methoxy-5-(2-methyl-1,2,3-triazol-4-yl)pyridin-2-ylboronic acid